(5aR,6S,7S,8R,8aS)-7-((dimethylamino)methyl)-5a-(4-(1-hydroxycyclopropyl)phenyl)-1,3-dimethoxy-6-phenyl-5a,6,7,8-tetrahydro-8aH-cyclopenta[4,5]furo[3,2-c]pyridine-8,8a-diol CN(C)C[C@@H]1[C@H]([C@]2([C@](C=3C(=NC(=CC3O2)OC)OC)([C@@H]1O)O)C1=CC=C(C=C1)C1(CC1)O)C1=CC=CC=C1